2-nitrobenzoic acid [N+](=O)([O-])C1=C(C(=O)O)C=CC=C1